FC1=C(C=CC=C1)CS(=O)(=O)CC1=C(C=CC=C1)F 2-fluorophenyl-methyl sulfone